C(C)(C)(C)OC(=O)N([C@@H](CCCCNC(=O)OC(C)(C)C)C(=O)OC)CCO methyl N2,N6-bis(tert-butoxycarbonyl)-N2-(2-hydroxyethyl)lysinate